hydroquinone potassium salt [K].C1(O)=CC=C(O)C=C1